methyl (S)-3-amino-3-(3-nitrophenyl)propanoate N[C@@H](CC(=O)OC)C1=CC(=CC=C1)[N+](=O)[O-]